N-(7-hydroxy-4-(1-methyl-3-phenyl-1H-pyrazol-4-yl)quinazolin-6-yl)propionamide OC1=C(C=C2C(=NC=NC2=C1)C=1C(=NN(C1)C)C1=CC=CC=C1)NC(CC)=O